C(C1=CC=CC=C1)C(C(=O)C1=CC=C(C=C1)N1CCOCC1)(CC)N(C)C 2-benzyl-2-dimethylamino-1-(4-morpholinyl-phenyl)-butan-1-one